C(C(=C)C)(=O)C([N+](C)(C)[O-])CCC methacryloylpropyl-trimethylamine N-oxide